C(C)(C)(C)OC(=O)N1CC(CC(C1)C=1C=C(C=CC1)C)C(=O)O 1-(tert-butoxycarbonyl)-5-(m-tolyl)piperidine-3-carboxylic acid